but-3-en-2-amine hemifumarate C(\C=C\C(=O)O)(=O)O.CC(C=C)N.CC(C=C)N